Cl.COC(=O)[C@H]1NC[C@H](C1)N1N=NC=C1C(C)(C)O (2S,4S)-4-(5-(2-hydroxyprop-2-yl)-1H-1,2,3-triazol-1-yl)pyrrolidine-2-carboxylic acid methyl ester hydrochloride